COC1=C(C=CC=C1OC)CCNC(=O)[C@]1([C@@H](CC[C@H](C1)C)C(C)C)O (1S,2S,5R)-N-[2-(2,3-dimethoxyphenyl)ethyl]-1-hydroxy-2-isopropyl-5-methyl-cyclohexanecarboxamide